C1(CC1)CN1CC2=CC(=CC=C2CC1)N(C)C=1C(N(C=CC1)CC(C)C)=O ((2-(cyclopropylmethyl)-1,2,3,4-tetrahydroisoquinolin-7-yl)(methyl)amino)-1-isobutylpyridin-2(1H)-one